FC=1C=NC2=C(C=CC=C2C1)COC1=NC(=CC=C1)C1CCNCC1 3-fluoro-8-(((6-(piperidin-4-yl)pyridin-2-yl)oxy)methyl)quinoline